3,5-bis(chloromethyl)-benzyl alcohol ClCC=1C=C(CO)C=C(C1)CCl